NC1=C(C=CC(=C1)NC(C)C=1N=C2N(C=C(C=C2)C2CC2)C1)S(=O)(=O)NC(OC(C)(C)C)=O tert-butyl ((2-amino-4-((1-(6-cyclopropylimidazo[1,2-a]pyridin-2-yl)ethyl)amino)phenyl)sulfonyl)carbamate